BrC=1C(=NC=C(N1)Cl)N 3-bromo-5-chloro-pyrazin-2-amine